N1=CN=CC2=C1N(C=C2)CN2C(OC1(C2)CC(CCC1)C)=O ((7H-pyrrolo[2,3-d]pyrimidin-7-yl)methyl)-7-methyl-1-oxa-3-azaspiro[4.5]decan-2-one